Deoxycytidine [C@@H]1(C[C@H](O)[C@@H](CO)O1)N1C(=O)N=C(N)C=C1